2H,4H,5H,6H-pyrrolo[3,4-c]pyrazol N=1NC=C2C1CNC2